3-(2-(5-((3R,5R)-3-amino-5-fluoropiperidine-1-carbonyl)-7-methoxy-1-methyl-1H-benzo[d]imidazol-2-yl)-1-(cyclopropylmethyl)-1H-indol-7-yl)cyclobutane-1-carboxamide N[C@H]1CN(C[C@@H](C1)F)C(=O)C1=CC2=C(N(C(=N2)C=2N(C3=C(C=CC=C3C2)C2CC(C2)C(=O)N)CC2CC2)C)C(=C1)OC